N-(4-phenylpyridin-3-yl)-2-((tetrahydro-2H-pyran-4-yl)amino)pyrimidine-4-carboxamide C1(=CC=CC=C1)C1=C(C=NC=C1)NC(=O)C1=NC(=NC=C1)NC1CCOCC1